BrC1=NN(C(=C1C#N)NCC1=C(C=C(C=C1)OC)OC)C(CF)CF 3-bromo-1-(1,3-difluoropropan-2-yl)-5-((2,4-dimethoxybenzyl)amino)-1H-pyrazole-4-carbonitrile